C(C)(C)(C)OC(C(=O)C=1C=C(C=CC1)CC1=C(C(=CC=C1)C)C1=CC(=C(C(=C1)C)F)[C@H](CC(=O)OCC)NC(=O)OC(C)(C)C)=O ethyl (3S)-3-[2'-({3-[2-(tert-butoxy)-2-oxoacetyl]phenyl}methyl)-4-fluoro-5,6'-dimethyl-[1,1'-biphenyl]-3-yl]-3-[(tert-butoxycarbonyl)amino]propanoate